COC(C(=O)NC1=CC=CC(=C1)OC)C(=O)C 2,5-dimethoxy-acetoacetylaniline